FC(C(C(C(S(=O)(=O)[O-])(F)F)(F)F)(F)F)(F)F.C(C)(C)(C)C1=CC=C(C=C1)[I+]C1=CC=C(C=C1)C(C)(C)C bis(4-t-butyl-phenyl)iodonium nonafluoro-n-butanesulfonate